(E)-N-(2-fluorophenyl)-2,4-dimethoxy-6-(4-(2-oxo-2-(piperidin-1-yl)ethoxy)styryl)benzamide FC1=C(C=CC=C1)NC(C1=C(C=C(C=C1\C=C\C1=CC=C(C=C1)OCC(N1CCCCC1)=O)OC)OC)=O